2-(6-Chloro-9H-carbazol-4-yl)acetic acid ClC=1C=C2C=3C(=CC=CC3NC2=CC1)CC(=O)O